(4-(1-(4-Fluorophenyl)-1H-pyrazol-4-yl)phenyl)methylamine trifluoroacetate FC(C(=O)O)(F)F.FC1=CC=C(C=C1)N1N=CC(=C1)C1=CC=C(C=C1)CN